C1C2N(CCN1C(CN1CCN(C3=CC=CC=C13)C1=CC=CC=C1)=O)CCC2 1-(hexahydropyrrolo[1,2-a]pyrazin-2(1H)-yl)-2-(4-phenyl-3,4-dihydroquinoxalin-1(2H)-yl)ethan-1-one